COC1=NC2=CC=CC=C2C=C1CC1=CC=C(C(=O)OC)C=C1 methyl 4-((2-methoxyquinolin-3-yl)methyl)benzoate